2-(4-phenoxyphenyl)-7-[3-(prop-2-enoyl)-3,6-diazabicyclo[3.1.1]heptan-6-yl]-4,5,6,7-tetrahydro-2H-pyrazolo[4,3-b]pyridine-3-carboxamide O(C1=CC=CC=C1)C1=CC=C(C=C1)N1N=C2C(NCCC2N2C3CN(CC2C3)C(C=C)=O)=C1C(=O)N